C1(=CC=CC=C1)CCC[N-]C(=O)O phenylpropylcarboxyamide